tetrakis[3,5-bis(trifluoromethyl)phenyl]boron [B-](C1=CC(=CC(=C1)C(F)(F)F)C(F)(F)F)(C2=CC(=CC(=C2)C(F)(F)F)C(F)(F)F)(C3=CC(=CC(=C3)C(F)(F)F)C(F)(F)F)C4=CC(=CC(=C4)C(F)(F)F)C(F)(F)F